ClC1=C(OC2=CC=CC3=C2NC(=NS3(=O)=O)NCC3=CC(=C(C=C3)OC)O)C=CC=C1 5-(2-chlorophenoxy)-3-((3-hydroxy-4-methoxybenzyl)amino)-4H-benzo[e][1,2,4]thiadiazine 1,1-dioxide